2,8,9-trimethyl-7-(3-(1-(2-morpholinoethyl)-1H-pyrazol-4-yl)-7,8-dihydro-1,6-naphthyridin-6(5H)-yl)-4H-pyrimido[1,2-b]pyridazin-4-one CC=1N=C2N(N=C(C(=C2C)C)N2CC=3C=C(C=NC3CC2)C=2C=NN(C2)CCN2CCOCC2)C(C1)=O